CC1=C(C(=O)NC2(CC2)C2=CC=CC3=CC=CC=C23)C=C(C=C1)OCC1(NCC1)C 2-methyl-5-((2-methylazetidin-2-yl)methoxy)-N-(1-(naphthalen-1-yl)cyclopropyl)benzamide